C(CCCCC)C(C(=O)OCCCCC(CN(CC(CCCCOC(C(CCCCCCCC)CCCCCC)=O)O)CCCN1C(=NC=C1)C)O)CCCCCCCC ((3-(2-methyl-1H-imidazol-1-yl)propyl)azanediyl)bis(5-hydroxyhexane-6,1-diyl) bis(2-hexyldecanoate)